OC1(C(C(=CC(=C1C(=O)O)O)O)C(=O)O)C(=O)O 2,4,6-trihydroxy-benzenetricarboxylic acid